[Si](C)(C)(C(C)(C)C)O[C@H]1CC[C@@H](CC12CCCCC2)C2=NN(C=C2CN(CCN(C(OC(C)(C)C)=O)C)C)[C@@H]2OCCCC2 |&1:38| Racemic-tert-butyl N-{2-[({3-[(2S,5S)-5-[(tert-butyldimethylsilyl)oxy]spiro[5.5]undecan-2-yl]-1-(oxan-2-yl)-1H-pyrazol-4-yl}methyl)(methyl)amino]ethyl}-N-methylcarbamate